ClC(C(O[C@@H]1[C@@H](OC(C)=O)[C@@H](OC(C)=O)[C@H](OC(C)=O)[C@H](O1)COC(C)=O)=N)(Cl)Cl 2,3,4,6-Tetra-O-acetyl-α-D-mannopyranosyl trichloroacetimidate